ClC1=C(OC2=CC=NC3=CC(=C(C=C23)OC)OCCC(=O)[O-])C=CC=C1NC(=O)C1(CC1)C(NC1=CC=C(C=C1)F)=O.[Mg+2].ClC1=C(OC2=CC=NC3=CC(=C(C=C23)OC)OCCC(=O)[O-])C=CC=C1NC(=O)C1(CC1)C(NC1=CC=C(C=C1)F)=O Magnesium 3-[[4-[2-chloro-[[1-[(4-fluorophenyl)carbamoyl]cyclopropanecarbonyl] amino]phenoxy]-6-methoxy-7-quinolyl]oxy]propionat